ClC1=C(C=NC2=C(C=C(C=C12)Cl)C(F)(F)F)S(=O)(=O)N1CCSCC1 [[4,6-dichloro-8-(trifluoromethyl)-3-quinolyl]sulfonyl]thiomorpholine